C(C)[C@H]1COCCN1C1=CC(=CC(=N1)C1=CC=C2C(=N1)C=C(N2S(=O)(=O)C2=CC=CC=C2)CN(C(OC(C)(C)C)=O)C)C(C)(C)S(=O)(=O)C tert-butyl (S)-((5-(6-(3-ethylmorpholino)-4-(2-(methylsulfonyl)propan-2-yl)pyridin-2-yl)-1-(phenylsulfonyl)-1H-pyrrolo[3,2-b]pyridin-2-yl)methyl)(methyl)carbamate